NCCCOC(C(=C)C)=O 2-methyl-acrylic acid-3-aminopropyl ester